tert-butyl 4-(cyclopentylmethyl)-3-oxo-1-piperazinecarboxylate C1(CCCC1)CN1C(CN(CC1)C(=O)OC(C)(C)C)=O